3-(2,6-diethylphenyl)imidazolium chloride [Cl-].C(C)C1=C(C(=CC=C1)CC)[N+]1=CNC=C1